1-N-[2-[4-(hydroxymethyl)cyclohexyl]-6-(1-hydroxy-1-methyl-ethyl)indazol-5-yl]-5-(trifluoromethyl)pyrazine-2-carboxamide OCC1CCC(CC1)N1N=C2C=C(C(=CC2=C1)N1C(C=NC(=C1)C(F)(F)F)C(=O)N)C(C)(C)O